C1(=CC=CC=C1)SC1=CC=C(C=C1)CCCC 1-(4-phenylsulfanylphenyl)-butan